(6R)-1-(1-cyanoethyl)-3-(5-(difluoromethoxy)-2-fluorophenyl)-N-(3-methyl-1,1-dioxidothietan-3-yl)-4,5,6,7-tetrahydro-1H-indazole-6-carboxamide C(#N)C(C)N1N=C(C=2CC[C@H](CC12)C(=O)NC1(CS(C1)(=O)=O)C)C1=C(C=CC(=C1)OC(F)F)F